lithium 8-hydroxyquinolinolate [Li+].C1=CC2=C(C(=C1)[O-])N=CC=C2